1-[3-amino-4-[(4,4-difluorocyclohexyl)(2-methylpropan-2-en-1-yl)amino]phenyl]cyclopentane-1-carbonitrile NC=1C=C(C=CC1N(CC(=C)C)C1CCC(CC1)(F)F)C1(CCCC1)C#N